4-(4-amino-3-nitrophenyl)-N-(6-morpholinopyridin-3-yl)pyrimidin-2-amine NC1=C(C=C(C=C1)C1=NC(=NC=C1)NC=1C=NC(=CC1)N1CCOCC1)[N+](=O)[O-]